[Na].C(C)(=O)N1CCN(CC1)C1=C(C=C(C(=C1)OC)NC1=NC=NC(=C1)N1OCC[C@@H]1C=1C=NC(=CC1)C)NC(C=C)=O N-(2-(4-acetylpiperazine-1-yl)-4-methoxy-5-((6-((R)-3-(6-methylpyridine-3-yl)isoxazolidine-2-yl)pyrimidine-4-yl)amino)phenyl)acrylamide sodium